6-{[(1R,2R)-2-Hydroxycyclohexyl]amino}-8-{[6-(pyrrolidin-1-yl)-5-(pyrrolidin-1-carbonyl)pyridin-2-yl]amino}imidazo[1,2-b]pyridazin-3-carbonitril O[C@H]1[C@@H](CCCC1)NC=1C=C(C=2N(N1)C(=CN2)C#N)NC2=NC(=C(C=C2)C(=O)N2CCCC2)N2CCCC2